NC(CC(C)O[Si](OCC)(OCC)CCCNCCN)C beta-aminopropyl-N-beta-aminoethyl-gamma-aminopropyl-triethoxysilane